The molecule is a 2-acyl-3-(beta-D-galactosyl)-sn-glycerol in which the acyl group at the 2 position is specified as (7Z,10Z,13Z)-hexadecatrienoyl. It derives from an all-cis-7,10,13-hexadecatrienoic acid. CC/C=C\\C/C=C\\C/C=C\\CCCCCC(=O)O[C@H](CO)CO[C@H]1[C@@H]([C@H]([C@H]([C@H](O1)CO)O)O)O